2-(4,4,5,5-tetramethyl-1,3,2-dioxaborolan-2-yl)-4-(trifluoromethoxy)benzaldehyde CC1(OB(OC1(C)C)C1=C(C=O)C=CC(=C1)OC(F)(F)F)C